6-chloro-7-methyl-4-oxo-4H-1-benzopyran-2-carboxylic acid ClC=1C(=CC2=C(C(C=C(O2)C(=O)O)=O)C1)C